C(CCCCCC)NCCCCCCCCCCN N-heptyldecane-1,10-diamine